6-bromo-2-methyl-1-benzyl-4-[(phenylmethyl)oxy]-1H-benzimidazole BrC=1C=C(C2=C(N(C(=N2)C)CC2=CC=CC=C2)C1)OCC1=CC=CC=C1